CC1=C(OC2=CC=C(C=C2)C2CCCN3C2=NS(CC3)(=O)=O)C=CC=C1 9-[4-(2-methylphenoxy)phenyl]-3,4,6,7,8,9-hexahydropyrido[2,1-c][1,2,4]thiadiazine 2,2-dioxide